N-{4-[4-({2-[(2-hydroxyethyl)(methyl)amino]ethyl}amino)-3-methyl-1H-pyrazolo[3,4-d]pyrimidin-6-yl]phenyl}-4-(trifluoromethyl)pyridine-2-sulfonamide OCCN(CCNC1=C2C(=NC(=N1)C1=CC=C(C=C1)NS(=O)(=O)C1=NC=CC(=C1)C(F)(F)F)NN=C2C)C